ClC=1C=C(C=CC1)C=1C=NC=CC1CN(C(=O)N[C@H]1COCC1(F)F)C 1-[[3-(3-chlorophenyl)-4-pyridyl]methyl]-3-[(3S)-4,4-difluorotetrahydrofuran-3-yl]-1-methyl-urea